O=C1NC(CCC1C=1C=C(OCC(=O)N)C=CC1C)=O 2-(3-(2,6-dioxopiperidin-3-yl)-4-methylphenoxy)acetamide